C(C)(C)C1=C(C=CC=C1)NC1=CSC2=C1N=C(N=C2)NC2=CC=C(C=C2)N2CCOCC2 N7-(2-isopropylphenyl)-N2-(4-morpholinophenyl)thieno[3,2-d]pyrimidine-2,7-diamine